(1S*,2R*,5R*)-(±)-3,3-dimethoxy-8-oxabicyclo[3.2.1]octan-2-ol COC1([C@@H]([C@@H]2CC[C@H](C1)O2)O)OC |r|